4-Chloro-3-nitropyridine ClC1=C(C=NC=C1)[N+](=O)[O-]